1,3,4-Tri-O-acetyl-2-azido-2-deoxy-α-L-fucopyranose C(C)(=O)O[C@H]1[C@H]([C@H](OC(C)=O)[C@H](OC(C)=O)[C@@H](O1)C)N=[N+]=[N-]